ClC=1C=CC(=C(C1)C1=CC2=C(OCCN2C2=CC(=NC=C2)NC(CCN(C)CCS(=O)(=O)C)=O)C=N1)F N-{4-[7-(5-chloro-2-fluorophenyl)-1H,2H,3H-pyrido[3,4-b][1,4]oxazin-1-yl]pyridin-2-yl}-3-[(2-methanesulfonylethyl)(methyl)amino]propanamide